ClC1=NC=C(C(=C1F)C1=C(C=NC(=C1)C)C(=O)NC=1SC(=NN1)OC[C@@H]1COCC1)OC 2'-chloro-3'-fluoro-5'-methoxy-6-methyl-N-(5-(((S)-tetrahydrofuran-3-yl)methoxy)-1,3,4-thiadiazol-2-yl)-(4,4'-bipyridine)-3-carboxamide